4-(1H-Pyrazolo[3,4-b]pyridin-5-yl)benzoic acid N1N=CC=2C1=NC=C(C2)C2=CC=C(C(=O)O)C=C2